FC=1C=C(C=CC1C(=O)N1CCN(CC1)C(CN)=O)NC=1C=2N(C=CN1)C(=CN2)C=2C(=NN(C2)CC#N)C(F)(F)F 2-(4-(8-((3-fluoro-4-(4-glycylpiperazine-1-carbonyl)phenyl)amino)imidazo[1,2-a]pyrazin-3-yl)-3-(trifluoromethyl)-1H-pyrazol-1-yl)acetonitrile